1-(4-(tert-butyl)phenyl-3-(3-methylaminopiperidine-1-carbonyl)-1H-pyrazole-5-yl)benzonitrile C(C)(C)(C)C1=CC=C(C=C1)N1N=C(C=C1C1(C#N)CC=CC=C1)C(=O)N1CC(CCC1)NC